perfluorodecyl-triethyl-silane FC(C(F)(F)F)([Si](C(C(F)(F)F)(F)F)(C(C(F)(F)F)(F)F)C(C(C(C(C(C(C(C(C(C(F)(F)F)(F)F)(F)F)(F)F)(F)F)(F)F)(F)F)(F)F)(F)F)(F)F)F